Cl.Cl.ClC1=C(C=CC=C1)N1C(=NN=C1C1=NC=NC=C1)C12CC(C1)(C2)N 3-(4-(2-chlorophenyl)-5-(pyrimidin-4-yl)-4H-1,2,4-triazol-3-yl)bicyclo[1.1.1]Pentane-1-amine dihydrochloride